C(C1=CC=CC=C1)S(=O)(=O)C1=CC=NC=C1 p-toluenesulfonylPyridine